Cl.N1C[C@@H](CC1)C(=O)N1CCN(CC1)C1=NC=C(C=N1)C(F)(F)F (R)-pyrrolidin-3-yl-(4-(5-(trifluoromethyl)pyrimidin-2-yl)piperazine-1-yl)methanone hydrochloride